N-(3-(5-fluoro-2-(4-chloro-3-methoxyphenylamino)pyrimidin-4-ylamino)phenyl)acrylamide FC=1C(=NC(=NC1)NC1=CC(=C(C=C1)Cl)OC)NC=1C=C(C=CC1)NC(C=C)=O